(S)-1-cyclopropyl-8,9-difluoro-N,N-dimethyl-5,6-dihydro-4H-pyrrolo[3,2,1-ij]quinolin-5-amine C1(CC1)C1=CN2C[C@H](CC3=CC(=C(C1=C23)F)F)N(C)C